COC(C=CN(N=C(C)C)CC)=O methyl-3-[1-ethyl-2-(propan-2-ylidene)hydrazinyl]prop-2-enoate